CN1CCN(CC1)C=1C=CC(=NC1)NC=1C=CC(=C2CNC(C12)=O)C1=C2C(=NC=C1)NC=C2C 7-[[5-(4-methylpiperazin-1-yl)-2-pyridyl]amino]-4-(3-methyl-1H-pyrrolo[2,3-b]pyridin-4-yl)isoindolin-1-one